CC1=C(C(=CNC1=O)C#N)C(F)(F)F 5-methyl-6-oxo-4-(trifluoromethyl)-1,6-dihydropyridine-3-carbonitrile